C1CCC=CCCC1 Cyclooct-4-en